N-[octadeca-9,12,15-trienoyl]histidine C(CCCCCCCC=CCC=CCC=CCC)(=O)N[C@@H](CC1=CNC=N1)C(=O)O